FC1=CC=C(C=C1)C(C(=O)N1CCOCC1)NC(OC(C)(C)C)=O tert-butyl (1-(4-fluorophenyl)-2-morpholino-2-oxoethyl)carbamate